FC1=CC=C(CC=2N(C(=NN2)CC2=CNC3=CC=CC=C23)CCCC=2N=CN(C2)C(C2=CC=CC=C2)(C2=CC=CC=C2)C2=CC=CC=C2)C=C1 3-((5-(4-fluorobenzyl)-4-(3-(1-trityl-1H-imidazol-4-yl)propyl)-4H-1,2,4-triazol-3-yl)methyl)-1H-indole